tert-butyl (S)-(3-(3-chloro-5-methylphenyl)-3-(4-methylpiperazin-1-yl)propyl)(methyl)carbamate ClC=1C=C(C=C(C1)C)[C@H](CCN(C(OC(C)(C)C)=O)C)N1CCN(CC1)C